R-uracil N1C(=O)NC(=O)C=C1